CN1N=C(C(=C1C)CCOC1=C(C=CC(=C1)F)C=1C=CC=2N(C1)C(=CN2)CCN)C(=O)N2CCOCC2 2-[6-(2-{2-[1,5-dimethyl-3-(morpholine-4-carbonyl)-1H-pyrazol-4-yl]ethoxy}-4-fluorophenyl)imidazo[1,2-a]pyridin-3-yl]ethan-1-amine